C(=O)(C=C)N1CCCCC1 N-acryl-piperidine